4-(4-hydrazineyl-7-(pyridin-3-yl)-6,7-dihydro-5H-pyrrolo[2,3-d]pyrimidin-2-yl)morpholine N(N)C=1C2=C(N=C(N1)N1CCOCC1)N(CC2)C=2C=NC=CC2